2-ethyl-N-((1r,4r)-4-(hydroxymethyl)cyclohexyl)-2H-indazole-3-carboxamide C(C)N1N=C2C=CC=CC2=C1C(=O)NC1CCC(CC1)CO